C(C)(C)N1CCN(CC1)C=1C(=NC=CC1)N 3-(4-isopropylpiperazin-1-yl)pyridin-2-amine